C(C)(C)(C)OC(=O)OC=CC1=CC=CC=C1 tert-butoxycarbonyl-oxystyrene